4-cyclopropoxy-N-(3,5-difluoro-4-((7-(2-methoxyethoxy)quinolin-4-yl)oxy)phenyl)pyridine-3-carboxamide C1(CC1)OC1=C(C=NC=C1)C(=O)NC1=CC(=C(C(=C1)F)OC1=CC=NC2=CC(=CC=C12)OCCOC)F